N1(CCOCC1)C1=NN2C(C(=N1)NCC(=O)O)=NC=C2C(F)(F)F N-[2-(morpholin-4-yl)-7-(trifluoromethyl)imidazo[2,1-f][1,2,4]triazin-4-yl]glycine